2-(aminomethyl)-5-fluoro-N,N-dimethylaniline NCC1=C(N(C)C)C=C(C=C1)F